Cl.N[C@@H]1CN(CC[C@H]1F)C1=NC2=C(N1[C@@H](C)C1=NC=C(C=C1)C#N)C=CC(=C2)C#N 2-((3r,4r)-3-amino-4-fluoropiperidin-1-yl)-1-((S)-1-(5-cyanopyridin-2-yl)ethyl)-1H-benzo[d]imidazole-5-carbonitrile hydrochloride